6-[3-chloro-2,5-difluoro-4-(3-hydroxypropoxy)phenyl]-5-methyl-4,5-dihydro-2H-pyridazin-3-one ClC=1C(=C(C=C(C1OCCCO)F)C=1C(CC(NN1)=O)C)F